C(N)(=N)N1CCN(CC1)C(=O)[C@@H]1C[C@@H](CN1)SC1=C(N2C([C@@H]([C@H]2[C@H]1C)[C@@H](C)NC(C(F)F)=O)=O)C(=O)O (4R,5S,6R)-3-((3S,5S)-5-(4-Carbamimidoylpiperazine-1-carbonyl)pyrrolidin-3-ylthio)-6-((R)-1-(2,2-difluoroacetamido)ethyl)-4-methyl-7-oxo-1-azabicyclo[3.2.0]hept-2-ene-2-carboxylic acid